benzyl ((2S,3R)-1-(2-((2S,3R)-1-amino-3-hydroxy-1-oxobutan-2-yl)-1-oxo-2,7-diazaspiro[3.5]nonan-7-yl)-3-hydroxy-1-oxobutan-2-yl)carbamate NC([C@H]([C@@H](C)O)N1C(C2(C1)CCN(CC2)C([C@H]([C@@H](C)O)NC(OCC2=CC=CC=C2)=O)=O)=O)=O